DIHYDROINDOL-4-CARBOXAMIDE N1CCC=2C(=CC=CC12)C(=O)N